ClC1=NC=C(C(=C1)C1=C(C=NC(=C1)C)C(=O)NC=1SC2=C(N1)C=CC(=C2)S(=O)(C)=N)OC 2'-chloro-N-{6-[imino(methyl)oxo-λ6-sulfanyl]-1,3-benzothiazol-2-yl}-5'-methoxy-6-methyl-[4,4'-bipyridine]-3-carboxamide